α-D-glucopyranosyl-(1→6)-D-glucopyranose [C@H]1([C@H](O)[C@@H](O)[C@H](O)[C@H](O1)CO)OC[C@@H]1[C@H]([C@@H]([C@H](C(O)O1)O)O)O